CNC1C(CCCC1)NC 1-N,2-N-dimethylcyclohexane-1,2-diamine